1-Propyl-1,4-cyclohexadiene C(CC)C1=CCC=CC1